C(C1=CC=CC=C1)OC(=O)N[C@H](C(=O)OC)CC=O (S)-methyl 2-(((benzyloxy)carbonyl)amino)-4-oxobutanoate